C(C1=CC=C(C(=O)OCC2=CC=CC=C2)C=C1)(=O)OCC1=CC=CC=C1 dibenzyl terephthalate